(rac)-1-(1,3,4-trimethyl-1H-pyrazol-5-yl)ethan-1-amine CN1N=C(C(=C1[C@@H](C)N)C)C |r|